ClC=1C(=CC(=NC1)N)C1=C2N(N=C1)CC(C2)(C)C 5-chloro-4-(5,5-dimethyl-5,6-dihydro-4H-pyrrolo[1,2-b]pyrazol-3-yl)pyridin-2-ylamine